FC1(CC2(C1)CC=C(CC2)C=2C=CC=C1C=C(C=NC21)C(=O)NC(C)C=2OC=CN2)F 8-(2,2-difluorospiro[3.5]non-6-en-7-yl)-N-(1-(oxazol-2-yl)ethyl)quinoline-3-carboxamide